C(C1=CC=CC=C1)OC=1C=C(C=2N(N1)C(=C(C2C(=O)O)C(=O)O)C(=O)O)OC 2-(benzyloxy)-4-methoxypyrrolo[1,2-b]pyridazine-5,6,7-tricarboxylic acid